butan-3-yl-carboxamide CCC(C)C(=O)N